5-{2-amino-[1,2,4]triazolo[1,5-a]pyridin-7-yl}-N-{[2-(cyclobutylmethoxy)pyridin-3-yl]methyl}-6-methylpyridine-3-carboxamide NC1=NN2C(C=C(C=C2)C=2C=C(C=NC2C)C(=O)NCC=2C(=NC=CC2)OCC2CCC2)=N1